tert-Butyl (S)-benzyl(4-benzyl-4-azaspiro[2.5]octan-6-yl)carbamate C(C1=CC=CC=C1)N(C(OC(C)(C)C)=O)[C@@H]1CN(C2(CC2)CC1)CC1=CC=CC=C1